CC=1C=2N(C=3C=CC=CC3N1)C=C1C2N=CC=C1 6-methylpyrido[2',3':3,4]pyrrolo[1,2-a]quinoxaline